12-(2-chlorophenyl)-7-fluoro-11-(pyrrolidin-3-yl)-2,3,10-triazatricyclo[7.3.1.0{5,13}]tridec-1,5(13),6,8-tetraen-4-one ClC1=C(C=CC=C1)C1C(NC2=CC(=CC=3C(NN=C1C32)=O)F)C3CNCC3